8-Chloro-4-[(2R)-3-(3,4-Dihydro-1H-Isoquinolin-2-Yl)-2-Hydroxy-Propyl]-2,3-Dihydropyrido[3,2-F][1,4]Oxazepin-5-One ClC=1C=CC=2C(N(CCOC2N1)C[C@@H](CN1CC2=CC=CC=C2CC1)O)=O